tert-butyl 3-[3-carbamoyl-2-(4-phenoxyphenyl)-2,4,5,6-tetrahydro-7H-pyrazolo[3,4-b]pyrazin-7-yl]azetidine-1-carboxylate C(N)(=O)C=1N(N=C2N(CCNC21)C2CN(C2)C(=O)OC(C)(C)C)C2=CC=C(C=C2)OC2=CC=CC=C2